1-(dimethylamino)2-propanol methyl-(2S)-2-{[(tert-butoxy)carbonyl]amino}-3-(2-methoxyquinolin-6-yl)propanoate C[C@@](C(=O)OC(CN(C)C)C)(CC=1C=C2C=CC(=NC2=CC1)OC)NC(=O)OC(C)(C)C